5-ETHYL-3-PYRIDINECARBOXALDEHYDE C(C)C=1C=C(C=NC1)C=O